hexafluorobutene C(C(C(=C(F)F)F)(F)F)F